O=C1C=C(N=C2N1C=C(S2)C2CCNC1(CC1)C2)OS(=O)(=O)C2=CC=C(C=C2)C 7-[5-oxo-7-(p-tolylsulfonyloxy)thiazolo[3,2-a]pyrimidin-2-yl]-4-azaspiro[2.5]octane